COC(=O)C1=CC=C(C=C1)N1N=C(C(=C1C(=O)OC)C(=O)OC)C(F)F dimethyl 1-[4-(methoxycarbonyl) phenyl]-3-(difluoromethyl)-1H-pyrazole-4,5-dicarboxylate